C(C)(C)(C)OC(NCCCN(C(CCCCCN1C(C=CC1=O)=O)=O)[C@H](C(C)(C)C)C=1N(C=C(N1)C1=C(C=CC(=C1)F)F)CC1=CC=CC=C1)=O tert-Butyl-[3-({(1R)-1-[1-benzyl-4-(2,5-difluorophenyl)-1H-imidazol-2-yl]-2,2-dimethylpropyl} [6-(2,5-dioxo-2,5-dihydro-1H-pyrrol-1-yl)hexanoyl]amino)propyl]carbamate